1-(4-ethynylphenyl)-N-methylmethanamine C(#C)C1=CC=C(C=C1)CNC